(1,4-phenylenedi(ethane-1,1-diyl))bis(N-phenylbenzene-1,4-diamine) C1(=CC=C(C=C1)C(C)C1=C(C=CC(=C1)N)NC1=CC=CC=C1)C(C)C1=C(C=CC(=C1)N)NC1=CC=CC=C1